S(C)(=S)(=O)OC methyl thiomesylate